oxo-2-furylacetic acid O=C(C(=O)O)C=1OC=CC1